Boc-D-serine C(=O)(OC(C)(C)C)N[C@H](CO)C(=O)O